FC1=C(C=C(C(=C1)C)[N+](=O)[O-])C(=C)C 1-fluoro-5-methyl-4-nitro-2-(prop-1-en-2-yl)benzene